FC=1C=C(C=CC1)C(CCCCCOB([O-])[O-])(C1=CC(=CC=C1)F)C1=CC(=CC=C1)F.C(CCC)[N+](CCCC)(CCCC)CCCC.C(CCC)[N+](CCCC)(CCCC)CCCC tetrabutylammonium tris-(3-fluorophenyl)hexyl-borate